2-(6-bromo-2,3,4-trifluoro-N-(2-(trifluoromethyl)benzyl)phenylsulfonamido)acetic acid BrC1=CC(=C(C(=C1S(=O)(=O)N(CC1=C(C=CC=C1)C(F)(F)F)CC(=O)O)F)F)F